(R)-(1,3-Dimethyl-azetidin-3-yl)-(2-fluoro-3-methoxy-phenyl)-(4-trifluoromethoxy-phenyl)-methanol CN1CC(C1)(C)[C@](O)(C1=CC=C(C=C1)OC(F)(F)F)C1=C(C(=CC=C1)OC)F